ClC=1C(=NC(=NC1)N1[C@H]2CC(C[C@@H]1CC2)O)NC2=CC=1C3=C(C(N(C1C=C2)C)=O)OCC[C@@H](N3)C3CC3 (R)-10-((5-chloro-2-((1R,3R,5S)-3-hydroxy-8-azabicyclo[3.2.1]octan-8-yl)pyrimidin-4-yl)amino)-2-cyclopropyl-7-methyl-1,2,3,4-tetrahydro-[1,4]oxazepino[2,3-c]quinolin-6(7H)-one